CC=1NC2=CC=CC=C2C1CCCNS(=O)(=O)C1=CC=C(C=C1)OCCCN1CCN(CC1)C N-(3-(2-methyl-1H-indol-3-yl)propyl)-4-(3-(4-methylpiperazin-1-yl)propoxy)benzenesulfonamide